uranium oxalate salt C(C(=O)[O-])(=O)[O-].[U+6].C(C(=O)[O-])(=O)[O-].C(C(=O)[O-])(=O)[O-]